FC1=C2C(N(C(=NC2=CC(=C1)F)N(C)C(C)C)NC(CC1=CC(=C(C=C1)F)F)=O)=O N-[5,7-Difluoro-2-(isopropyl-methyl-amino)-4-oxo-4H-quinazolin-3-yl]-2-(3,4-difluoro-phenyl)-acetamide